3-[1-hydroxy-2-[4-{[(6-methanesulfonyl-5-methylpyridin-3-yl)oxy]methyl}-2-methylpyrrolidin-1-yl]ethyl]benzonitrile OC(CN1C(CC(C1)COC=1C=NC(=C(C1)C)S(=O)(=O)C)C)C=1C=C(C#N)C=CC1